1-[5-({[4-(aminomethyl)phenyl]methyl}sulfanyl)-3-(5-hydroxy-1-methanesulfonyl-2-methylpyrrolidin-3-yl)-4-methyl-1H-pyrazol-1-yl]-3-methoxy-2,2-dimethylpropan-1-one NCC1=CC=C(C=C1)CSC1=C(C(=NN1C(C(COC)(C)C)=O)C1C(N(C(C1)O)S(=O)(=O)C)C)C